2-(4-acetyl-2-methylpiperazin-1-yl)-4-((3-(5-fluoropyrimidin-2-yl)-2-methoxyphenyl)amino)-N-methylpyrimidine-5-carboxamide C(C)(=O)N1CC(N(CC1)C1=NC=C(C(=N1)NC1=C(C(=CC=C1)C1=NC=C(C=N1)F)OC)C(=O)NC)C